4-chloro-1,1,1,2,2-pentafluorobutane ClCCC(C(F)(F)F)(F)F